BrC1=C(C=C(C=C1)Cl)C1=CC=CC=C1 2-bromo-5-chloro-1,1'-biphenyl